S([O-])(O)(=O)=O.C[N+](C)(C)C Tetramethyl-ammonium bisulfate